6-[5-(6-methyl-2-pyridyl)-1H-imidazol-4-yl]-N-(2-pyrrolidin-1-ylethyl)-1,5-naphthyridin-3-amine CC1=CC=CC(=N1)C1=C(N=CN1)C=1N=C2C=C(C=NC2=CC1)NCCN1CCCC1